S(=O)(=N)=NC(C1=CC=CC=C1)=O Sulfonimidoylbenzamid